N-(3-ethylthiophen-2-yl)-3-methyl-5-oxo-1-phenyl-4,5-dihydro-1H-pyrazole-4-carboxamide C(C)C1=C(SC=C1)NC(=O)C1C(=NN(C1=O)C1=CC=CC=C1)C